The molecule is an O-acylcarnitine having 11-carboxyundecanoyl as the acyl substituent. It has a role as a metabolite. It is an O-acylcarnitine, a carboxylic ester and an ammonium betaine. It derives from a carnitine. C[N+](C)(C)CC(CC(=O)[O-])OC(=O)CCCCCCCCCCC(=O)O